C(=O)C1=CC=C(C=C1)C1=NC2=CC(=CC=C2C(=C1)CN1CCOCC1)C#N 2-(4-formylphenyl)-4-(morpholinomethyl)quinoline-7-carbonitrile